tert-butyl ((6-(4-cyano-3-fluoro-5-methoxyphenoxy)pyridin-3-yl)methyl)carbamate C(#N)C1=C(C=C(OC2=CC=C(C=N2)CNC(OC(C)(C)C)=O)C=C1OC)F